PHENYLENE METHYLPHOSPHONATE CP1(OC2=C(C=CC=C2)O1)=O